N-(3-chloro-2-fluorophenylmethyl)-2-(isobutylamino)acetamide ClC=1C(=C(C=CC1)CNC(CNCC(C)C)=O)F